ethyl 2-[(3R)-1-[(2R)-2-[[4-(2-chloro-4-fluoro-phenyl)-7-quinolyl]oxy]propanoyl]-3-piperidyl]acetate ClC1=C(C=CC(=C1)F)C1=CC=NC2=CC(=CC=C12)O[C@@H](C(=O)N1C[C@H](CCC1)CC(=O)OCC)C